2-(3,5-bis(2-(methyl-d3)propan-2-yl-1,1,1,3,3,3-d6)phenyl-2,4,6-d3)-4,4,5,5-tetramethyl-1,3,2-dioxaborolane C(C(C([2H])([2H])[2H])(C([2H])([2H])[2H])C=1C(=C(C(=C(C1[2H])C(C([2H])([2H])[2H])(C([2H])([2H])[2H])C([2H])([2H])[2H])[2H])B1OC(C(O1)(C)C)(C)C)[2H])([2H])([2H])[2H]